(1S,4S)-2-(6-nitroso-pyridazin-3-yl)-2,5-diazabicyclo[2.2.1]heptane hydrochloride Cl.N(=O)C1=CC=C(N=N1)N1[C@@H]2CN[C@H](C1)C2